6H-pyrimido[5,4-b][1,4]oxazin N1=CN=CC=2OCC=NC21